C1(CCCCC1)N(C(CCCOC=1C=C2C=CC(NC2=CC1)=O)=O)C N-cyclohexyl-N-methyl-4-[(2-oxo-1H-quinolin-6-yl)oxy]butanamide